(2R)-2-(6-{5-chloro-2-[(3-fluorooxacyclohex-4-yl)amino]pyrimidin-4-yl}-1-oxo-2,3-dihydro-1H-isoindol-2-yl)-N-[(1S)-2-hydroxy-1-(3-methylphenyl)ethyl]propionamide ClC=1C(=NC(=NC1)NC1C(COCC1)F)C1=CC=C2CN(C(C2=C1)=O)[C@@H](C(=O)N[C@H](CO)C1=CC(=CC=C1)C)C